butynyl-acetamide Tert-Butyl-cis-2-(biphenyl-3-ylmethyl)-3-((methylsulfonyl)amino)pyrrolidine-1-carboxylate C(C)(C)(C)OC(=O)N1[C@H]([C@H](CC1)NS(=O)(=O)C)CC=1C=C(C=CC1)C1=CC=CC=C1.C(#CCC)CC(=O)N